P(=O)(OCC)(OCC#C)[O-] (ethyl) (2-propynyl) phosphate